2-(2-((2-(5-(1H-pyrrol-1-yl)-1H-benzo[d]imidazol-2-yl)ethyl)amino)ethyl)-N-((3-methoxypyridin-2-yl)methyl)oxazole-4-carboxamide N1(C=CC=C1)C1=CC2=C(NC(=N2)CCNCCC=2OC=C(N2)C(=O)NCC2=NC=CC=C2OC)C=C1